1,2-DIHYDRO-6-METHYL-2-OXO-3-PYRIDINECARBOXALDEHYDE CC1=CC=C(C(N1)=O)C=O